4-((2,2-difluoroethyl)(4-(5,6,7,8-tetrahydro-1,8-naphthyridin-2-yl)butyl)amino)-2-((6-methyl-2-(pyridin-4-yl)pyrimidin-4-yl)amino)butanoic acid FC(CN(CCC(C(=O)O)NC1=NC(=NC(=C1)C)C1=CC=NC=C1)CCCCC1=NC=2NCCCC2C=C1)F